C(C1=C(C(=CC2=CC=CC=C12)OC)O)C1=C(C(=CC2=CC=CC=C12)OC)O 1,1'-methylenebis(3-methoxynaphthalene-2-ol)